BrC=1C=C2CCCN(C2=NC1)CC(C)(C)O 6-bromo-1-(2-hydroxy-2-methylpropyl)-1,2,3,4-tetrahydro-1,8-naphthyridin